3-sulfamoyl-4-[6-(trifluoromethyl)pyridin-2-yl]Phenyl-acetamide S(N)(=O)(=O)C=1C=C(C=CC1C1=NC(=CC=C1)C(F)(F)F)CC(=O)N